C1(=CC=CC=C1)S(=O)(=O)CC1=C(C#N)C=CC=C1 2-(phenylsulfonylmethyl)benzonitrile